The molecule is a member of the class of benzamides resulting from the formal condensation of the carboxy group of benzoic acid with the amino group of L-phenylalaninol. It has a role as a plant metabolite and a fungal metabolite. It is a member of benzamides, a primary alcohol and a secondary carboxamide. It derives from a L-phenylalaninol and a benzoic acid. C1=CC=C(C=C1)C[C@@H](CO)NC(=O)C2=CC=CC=C2